C(#N)C=1C=CC(=NC1)C=1SC=C(N1)NC(OC(C)(C)C)=O tert-butyl N-[2-(5-cyano-2-pyridyl)thiazol-4-yl]carbamate